4-methoxyquinoline-7-carbonitrile COC1=CC=NC2=CC(=CC=C12)C#N